tert-butyl 3-(5-cyclopropyl-3-(2-hydroxyphenyl)-5H-pyrrolo[3,2-c]pyridazin-6-yl)pyrrolidine-1-carboxylate C1(CC1)N1C(=CC=2N=NC(=CC21)C2=C(C=CC=C2)O)C2CN(CC2)C(=O)OC(C)(C)C